Tert-butyl (S)-6-((6-(1-(5-methoxypicolinamido)ethyl)-2-morpholinopyrimidin-4-yl)amino)-3,4-dihydroisoquinoline-2(1H)-carboxylate COC=1C=CC(=NC1)C(=O)N[C@@H](C)C1=CC(=NC(=N1)N1CCOCC1)NC=1C=C2CCN(CC2=CC1)C(=O)OC(C)(C)C